ClC1=CC=C(C(=O)N2CCN(CC2)C=2C=C(C=NC2)O)C=C1 5-(4-(4-chlorobenzoyl)piperazin-1-yl)-3-hydroxypyridine